OC1=CC=CC(=N1)N1CC(CC1)NC(C)=O N-(1-(6-hydroxypyridin-2-yl)pyrrolidin-3-yl)acetamide